(1s,3s)-3-(bromomethyl)cyclobutan-1-ol BrCC1CC(C1)O